hydroxy-2-oxo-1-pentyl-1,2-dihydro-quinoline-3-carboxylic acid (4-pentanoyl-phenyl)-amide C(CCCC)(=O)C1=CC=C(C=C1)NC(=O)C=1C(N(C2=CC=CC=C2C1O)CCCCC)=O